4-(5-(4,4,5,5-tetramethyl-1,3,2-dioxaborolan-2-yl)-7-(trifluoromethyl)-1H-benzo[d]imidazol-1-yl)pyrrolidin-2-one CC1(OB(OC1(C)C)C1=CC2=C(N(C=N2)C2CC(NC2)=O)C(=C1)C(F)(F)F)C